OC1C=2N(CCC1C1N3C(C4=CC=CC=C14)=CN=C3)N=CC2C#N 4-hydroxy-5-(5H-imidazo[5,1-a]isoindol-5-yl)-4,5,6,7-tetrahydropyrazolo[1,5-a]pyridine-3-carbonitrile